FC(C1=C(N=NC=C1)C(=O)O)(F)F 4-(trifluoromethyl)pyridazine-3-carboxylic acid